(S)-N-(1-(7-(8-ethynyl-3-hydroxynaphthalen-1-yl)-8-fluoro-2-((tetrahydro-1H-pyrrolizin-7a(5H)-yl)methoxy)pyrido[4,3-d]pyrimidin-4-yl)-4-methyl-1,4-diazepan-6-yl)-2-fluoroacrylamide C(#C)C=1C=CC=C2C=C(C=C(C12)C1=C(C=2N=C(N=C(C2C=N1)N1CCN(C[C@@H](C1)NC(C(=C)F)=O)C)OCC12CCCN2CCC1)F)O